4-Chloro-N,N-dimethylbenzo[g]phthalazin-1-amine ClC=1N=NC(=C2C=C3C(=CC12)C=CC=C3)N(C)C